C1(CC2C(CC1)O2)CCC[Si](OCC)(OCC)C (3,4-epoxycyclohexyl)propylmethyldiethoxysilane